BrC=1C(=NC(=CC1)N1C2=CC=CC=C2C=2C=CC=CC12)N1C2=CC=CC=C2C=2C=CC=CC12 9,9'-(3-bromopyridine-2,6-diyl)bis(9H-carbazole)